1,6-diisocyanatoisocyanatomethylhexane N(=C=O)C(CCCCCN=C=O)CN=C=O